C(CCC)N(CC(CC)(CC)N[Si](CC)(CC)CC)CCCC (2-dibutylamino-1,1-diethylethyl)(triethylsilyl)amine